ClC1=CC=C(CN(C(=O)[C@H]2[C@@H](CCC2)[S@](=O)(=N)C2=CC=C(C=C2)C)[C@H]2C[C@H](CC2)C#N)C=C1 |&1:14| (1S,2R)-N-(4-chlorobenzyl)-N-((1R,3S)-3-cyanocyclopentyl)-2-((RS)-4-methylphenylsulfonimidoyl)cyclopentane-1-carboxamide